phenylazo-benzene monosodium salt [Na].C1(=CC=CC=C1)C1=C(C=CC=C1)N=NC1=CC=CC=C1